tert-Butyl N-[(1R)-1-[[4-[1-(benzenesulfonyl)pyrrolo[2,3-b]pyridin-4-yl]-2-fluoro-5-methyl-phenyl]carbamoyl]-3-methyl-butyl]carbamate C1(=CC=CC=C1)S(=O)(=O)N1C=CC=2C1=NC=CC2C2=CC(=C(C=C2C)NC(=O)[C@@H](CC(C)C)NC(OC(C)(C)C)=O)F